tetraphosphorus hexasulfide P12SP3SP(S1)SP(S2)S3